(1-(5-bromo-2-methyl-2H-1,2,3-triazol-4-yl)ethyl)(methyl)carbamic acid tert-butyl ester C(C)(C)(C)OC(N(C)C(C)C1=NN(N=C1Br)C)=O